C(C=C)N1S(CCC=2C=C(C=3C(=CN(C3C21)COCC[Si](C)(C)C)Cl)Cl)(=O)=O 1-allyl-6,7-dichloro-9-((2-(trimethylsilyl)ethoxy)methyl)-1,3,4,9-tetrahydro-[1,2]thiazino[4,3-g]indole 2,2-dioxide